1-methanesulfonyl-1,2-dihydrospiro[indole-3,4-piperidine] CS(=O)(=O)N1CC2(CCNCC2)C2=CC=CC=C12